methyl 4-(((2S)-2-((tert-butoxycarbonyl)amino)-1-cyano-3-(1H-indol-3-yl)propyl)amino)-3'-ethyl-[1,1'-biphenyl]-3-carboxylate C(C)(C)(C)OC(=O)N[C@H](C(C#N)NC1=C(C=C(C=C1)C1=CC(=CC=C1)CC)C(=O)OC)CC1=CNC2=CC=CC=C12